ClC1=C(C=CC(=C1)O)C[C@@H](CNC(=O)[C@H]1[C@](C1)(C1=CC=CC=C1)C)N(C)C (1R,2S)-N-((S)-3-(2-chloro-4-hydroxyphenyl)-2-(dimethylamino)-propyl)-2-methyl-2-phenylcyclopropane-1-carboxamide